C1(=CC=CC=C1)C1(C2=CC=CC=C2C=2C(=CC=CC12)B(O)O)C1=CC=CC=C1 (9,9-diphenyl-9H-fluorene-4-yl)boronic acid